CC=1C(=C(C=C(C1C(=O)O)C)C=CC=O)OC(C)C 3-[3,5-dimethyl-4-carboxydimethylmethoxyphenyl]prop-2-en-1-one